azetidine-3-ol N1CC(C1)O